ClC=1C=C(C=CC1Cl)S 3,4-dichlorobenzene-1-thiol